ClC=1OC2=C(N1)C=C(C=C2)[N+](=O)[O-] 2-chloro-5-nitrobenzo[d]Oxazole